COCC1(OC=2C=C(C=CC2C=2N=C(SC21)NC(=O)C=2C(=NC=NC2OC)OC)C(F)(F)F)COC N-(4,4-bis(methoxymethyl)-7-(trifluoromethyl)-4H-chromeno[4,3-d]thiazol-2-yl)-4,6-dimethoxypyrimidine-5-carboxamide